3,4-dihydroxy-5-isopentenyl-cyclopent-2-enone OC1=CC(C(C1O)CCC(=C)C)=O